5-((3-methylpiperidin-1-yl)methyl)-2-oxo-1,2-dihydropyridine-3-carboxamide CC1CN(CCC1)CC=1C=C(C(NC1)=O)C(=O)N